5-Cyano-1H-imidazole-2-carboxylic acid [2-(4,4-dimethyl-cyclohex-1-enyl)-6-(1,5-dimethyl-8-oxa-bicyclo[3.2.1]octa-2,6-dien-3-yl)-pyridin-3-yl]-amide CC1(CC=C(CC1)C1=NC(=CC=C1NC(=O)C=1NC(=CN1)C#N)C1=CC2(C=CC(C1)(O2)C)C)C